ClC1=C(C=C2CCN(C2=C1)[C@H](C)C1=CC=C(S1)C(=O)N[C@H](C(=O)NC1CC1)CC1CCCC1)F (2S)-2-({5-[(1R)-1-(6-chloro-5-fluoro-2,3-dihydro-1H-indol-1-yl)ethyl]thiophen-2-yl}formamido)-3-cyclopentyl-N-cyclopropylpropanamide